ClC1=CC=C(C=N1)NC1=NC=CC2=CC(=CC=C12)OCC1(CC1)S(=O)(=O)C N-(6-chloropyridin-3-yl)-6-((1-(methylsulfonyl)cyclopropyl)methoxy)isoquinolin-1-amine